C(C)(C)(C)OC(NCCC[C@@H](CNC(=O)C=1NC2=CC(=CC=C2C1F)C1=CC=C(C=C1)F)NC(OC(C)(C)C)=O)=O (S)-(5-(3-fluoro-6-(4-fluorophenyl)-1H-indole-2-carboxamido)pentane-1,4-diyl)dicarbamic acid di-tert-butyl ester